C(=C)OC(C(=O)OCC#CC)=O oxalic acid mono-2-butynyl monovinyl ester